N-(4-(3-aminobicyclo[1.1.1]pentan-1-yl)phenyl)-5-fluoroisoindoline-2-carboxamide hydrobromide Br.NC12CC(C1)(C2)C2=CC=C(C=C2)NC(=O)N2CC1=CC=C(C=C1C2)F